(3R,4S)-4-((6-(4-chlorophenyl)-2-(pyridin-3-yl)pyrimidin-4-yl)amino)pyrrolidin-3-ol ClC1=CC=C(C=C1)C1=CC(=NC(=N1)C=1C=NC=CC1)N[C@@H]1[C@@H](CNC1)O